methoxydiphenyl-tin CO[Sn](C1=CC=CC=C1)C1=CC=CC=C1